BrCC(=O)C1=CC=C(C=C1)N1CCOCC1 2-bromo-1-(4-morpholinophenyl)ethan-1-one